NC1=NC=NC(=C1C#CCN(C(OC(C)(C)C)=O)C)C1=C(C(=CC(=C1)F)NC(C1=C(C=C(C=C1)C(C)C)F)=O)C tert-butyl (3-(4-amino-6-(5-fluoro-3-(2-fluoro-4-isopropylbenzamido)-2-methylphenyl)pyrimidin-5-yl)prop-2-yn-1-yl)(methyl)carbamate